N-(5-(3-(7H-pyrrolo[2,3-d]pyrimidin-4-yl)pyridin-2-ylamino)-2-fluorophenyl)-4-chloro-3-(2-cyanopropan-2-yl)benzamid N1=CN=C(C2=C1NC=C2)C=2C(=NC=CC2)NC=2C=CC(=C(C2)NC(C2=CC(=C(C=C2)Cl)C(C)(C)C#N)=O)F